adipic acid di-(4-ethoxy-4-oxo-butan-2-yl) ester C(C)OC(CC(C)OC(CCCCC(=O)OC(C)CC(=O)OCC)=O)=O